C1(CCC1)CN1N=CC2=CC=CC=C12 1-(Cyclobutylmethyl)indazol